[N-](S(=O)(=O)C(F)(F)F)S(=O)(=O)C(F)(F)F.[NH4+].[N-](S(=O)(=O)C(F)(F)F)S(=O)(=O)C(F)(F)F.C(CC)[N+](CCCCCC)(CCCC)CCC N,N-dipropyl-N-butyl-N-hexylammonium bis(trifluoromethanesulfonyl)imide ammonium bis(trifluoromethanesulfonyl)imide